CN1CC(C1)(C)[C@@](C=1C=C(C=NC1)COC(NC(C)C)=O)(C1=CC=C(C=C1)C(C)C)O isopropyl-carbamic acid 5-[(R)-(1,3-dimethyl-azetidin-3-yl)-hydroxy-(4-isopropyl-phenyl)-methyl]-pyridin-3-ylmethyl ester